(2'S,6'S)-5-chloro-2'-methyl-6'-(1-methyltriazol-4-yl)spiro[1H-isobenzofuran-3,4'-piperidine]-1-carboxamide ClC=1C=C2C(=CC1)C(OC21C[C@@H](N[C@@H](C1)C=1N=NN(C1)C)C)C(=O)N